BrC1=CC2=C(N(C1=O)C=1C=NC(=CC1)C1CC1)N=C(S2)OCC 6-Bromo-4-(6-cyclopropylpyridin-3-yl)-2-ethoxythiazolo[4,5-b]pyridin-5(4H)-one